O=C1N(C(C2=CC=CC=C12)=O)N(C(ON1C=NC=C1)=O)CC(C)C 1H-imidazol-1-yl (1,3-dioxoisoindolin-2-yl)(isobutyl)carbamate